C12CN(CC(N1)C2)C2=C1CN(C(C1=CC=C2F)=O)C2CNCCC2 3-(4-(3,6-diazabicyclo[3.1.1]heptane-3-yl)-5-fluoro-1-oxoisoindoline-2-yl)piperidine